5-{2-amino-[1,2,4]triazolo[1,5-a]pyridin-7-yl}-N-[(3R)-3-(4-chlorophenyl)-3-hydroxypropyl]-2-ethoxypyridine-3-carboxamide NC1=NN2C(C=C(C=C2)C=2C=C(C(=NC2)OCC)C(=O)NCC[C@@H](O)C2=CC=C(C=C2)Cl)=N1